(S)-2'-chloro-N-(5-((3-fluorotetrahydrofuran-3-yl)methoxy)-1,3,4-thiadiazol-2-yl)-5'-methoxy-6-methyl-(4,4'-bipyridine)-3-carboxamide ClC1=NC=C(C(=C1)C1=C(C=NC(=C1)C)C(=O)NC=1SC(=NN1)OC[C@]1(COCC1)F)OC